F[C@H]1[C@@H](CCCC1)O |r| rac-(1r,2r)-2-fluorocyclohexanol